C1=CC=C2C(=C1)C=CC3=C2N=NS3 Naphthothiadiazole